3-(ethylsulfonylmethyl)-N-(5-methyl-1,3,4-oxadiazol-2-yl)-5-(trifluoromethyl)-[1,2,4]triazolo[4,3-a]pyridine-8-carboxamide C(C)S(=O)(=O)CC1=NN=C2N1C(=CC=C2C(=O)NC=2OC(=NN2)C)C(F)(F)F